4-hydroxy-1-(2-((2-(methoxycarbonyl)-4-methylthiophen-3-yl)amino)-2-oxoethyl)-1-(2-((4-methylisoxazol-3-yl)amino)-2-oxoethyl)piperidin-1-ium chloride [Cl-].OC1CC[N+](CC1)(CC(=O)NC1=NOC=C1C)CC(=O)NC1=C(SC=C1C)C(=O)OC